1-(azetidin-1-yl)-2-bromoethan-1-one N1(CCC1)C(CBr)=O